BrC1=NN2C(OCC3(COC3)C2)=C1C(=O)OCC Ethyl 2-bromospiro[5,7-dihydropyrazolo[5,1-b][1,3]oxazine-6,3'-oxetane]-3-carboxylate